N-[3-(Difluoromethyl)-5-methyl-1H-pyrazol-4-yl]-6-[4-ethyl-3-(hydroxymethyl)-5-oxo-1,2,4-triazol-1-yl]-5-fluoro-2-[(1S)-2,2,2-trifluoro-1-methyl-ethoxy]pyridine-3-carboxamide FC(C1=NNC(=C1NC(=O)C=1C(=NC(=C(C1)F)N1N=C(N(C1=O)CC)CO)O[C@H](C(F)(F)F)C)C)F